O1C(CCCC1)O[C@@H](C)C=1N(C=CN1)CC1=NOC(=C1)C1=CC=C(C=N1)C#CC1=CC=C(CNCC(=O)N)C=C1 2-((4-((6-(3-((2-((1S)-1-((tetrahydro-2H-pyran-2-yl)oxy)ethyl)-1H-imidazol-1-yl)methyl)isoxazol-5-yl)pyridin-3-yl)ethynyl)benzyl)amino)acetamide